dimethoxyphosphinylaminodimethyl-aminooxygen COP(=O)(OC)NON(C)C